ClC=1C(=C(C(=CC1)C(F)F)C1=CN=CC(=N1)C(=O)NC=1C=NN(C1)[C@H](C)C1=NC(=C(N=C1)N1C([C@@H]2C[C@@H]2C1)=O)C)F |o1:24| 6-(3-Chloro-6-(difluoromethyl)-2-fluorophenyl)-N-(1-((R or S)-1-(6-methyl-5-((1R,5S)-2-oxo-3-azabicyclo[3.1.0]hexan-3-yl)pyrazin-2-yl)ethyl)-1H-pyrazol-4-yl)pyrazine-2-carboxamide